6-(2-fluoro-4-(1-methyl-1H-pyrazol-4-yl)benzyl)-N-((1S,2S)-2-hydroxycycloheptyl)-5-oxo-5,6-dihydroimidazo[1,2-c]pyrimidine-8-carboxamide FC1=C(CN2C(N3C(C(=C2)C(=O)N[C@@H]2[C@H](CCCCC2)O)=NC=C3)=O)C=CC(=C1)C=1C=NN(C1)C